FC1=C(C=C(\C=C/2\C(N(C(S2)=O)CC2=CC(=CC=C2)S(=O)(=O)C)=O)C=C1)O (Z)-5-(4-fluoro-3-hydroxybenzylidene)-3-(3-(methylsulfonyl)benzyl)thiazolidine-2,4-dione